O1CC(C1)N1C(CNC(C1)=O)C1=CC=C(C=C1)NC(OCC1=CC=C(C=C1)Cl)=O 4-chlorobenzyl (4-(1-(oxetan-3-yl)-5-oxopiperazin-2-yl)phenyl)carbamate